4-(2-(2-chlorophenyl)-6,8-dioxo-5,7-diazaspiro[3.4]octan-7-yl)-N-(6-((2-(2,6-dioxopiperidin-3-yl)-1,3-dioxoisoindolin-5-yl)amino)hexyl)isoquinoline-6-carboxamide ClC1=C(C=CC=C1)C1CC2(C1)NC(N(C2=O)C2=CN=CC1=CC=C(C=C21)C(=O)NCCCCCCNC=2C=C1C(N(C(C1=CC2)=O)C2C(NC(CC2)=O)=O)=O)=O